N-(6,7-Dimethoxytetralin-1-yl)pyrido[3,2-d]pyrimidin-4-amine COC=1C=C2CCCC(C2=CC1OC)NC=1C2=C(N=CN1)C=CC=N2